C(C)OC=1C(=NC=C(C1)[N+](=O)[O-])C=1C=NC=CC1 ethoxy-5-nitro-[2,3'-bipyridine]